OC1(N(CC2=CC=CC=C12)OC)C(=O)C=1SC=CC1 3-hydroxy-2-methoxy-3-(thiophene-2-carbonyl)isoindole